BrC=1C(=NC(=CC1)S(=O)(=O)CC)O 3-bromo-6-(ethylsulfonyl)pyridin-2-ol